(4-{N-[(4-methoxyphenyl)methoxy]ethanimidoyl}phenoxy)acetic acid COC1=CC=C(C=C1)CON=C(C)C1=CC=C(OCC(=O)O)C=C1